hydroxypropyl-pyrantriol OCCCC=1C(=C(C(OC1)O)O)O